C(C)(C)=C(C(=O)O)CC(=O)O isopropylidene-succinic acid